Hexafluoro-propylen FC(C(=C(F)F)F)(F)F